N-((4,4-difluorocyclohexyl)(7-fluoro-5-(2-methoxy-1-(2-oxo-4-(trifluoromethyl)imidazolidin-1-yl)ethyl)benzo[d]-oxazol-2-yl)methyl)-4-fluoro-1-methyl-1H-pyrazole-5-carboxamide FC1(CCC(CC1)C(NC(=O)C1=C(C=NN1C)F)C=1OC2=C(N1)C=C(C=C2F)C(COC)N2C(NC(C2)C(F)(F)F)=O)F